N-[(3R,4S)-4-fluoro-1-(4-hydroxyoxane-4-carbonyl)pyrrolidin-3-yl]benzamide F[C@@H]1[C@@H](CN(C1)C(=O)C1(CCOCC1)O)NC(C1=CC=CC=C1)=O